4-hydroxy-6-methoxypyrimidine OC1=NC=NC(=C1)OC